tert-butyl 4-(6-chloropyridazin-4-yl)piperazine-1-carboxylate ClC1=CC(=CN=N1)N1CCN(CC1)C(=O)OC(C)(C)C